2,8-dimethylfuro[2,3-h]quinazolin-6-ol CC1=NC2=C3C(=C(C=C2C=N1)O)OC(=C3)C